ClC=1C=C(C=CC1)[C@@H]1[C@H](C1)C1=NC2=CC(=CC=C2C(=C1)O)NCC=1N=C2N(C=C(C=C2)C2CC2)C1 2-((1S,2S)-2-(3-chlorophenyl)cyclopropyl)-7-(((6-cyclopropylimidazo[1,2-a]pyridin-2-yl)methyl)amino)quinolin-4-ol